diethyl 2-(2-cyanoethyl)malonate C(#N)CCC(C(=O)OCC)C(=O)OCC